FC=1C=C(C=NC1)NC1=NC=NC2=CC=C(C=C12)C1(CN(C1)C(=O)OC(C)(C)C)C tert-butyl 3-(4-((5-fluoropyridin-3-yl)amino)quinazolin-6-yl)-3-methylazetidine-1-carboxylate